4-[3-(6,7-dihydro-5H-pyrazolo[1,5-a]pyrimidin-4-yl)-7,8-dihydro-5H-1,6-naphthyridin-6-yl]-5-methyl-furo[2,3-d]pyrimidine N1=CC=C2N1CCCN2C=2C=NC=1CCN(CC1C2)C=2C1=C(N=CN2)OC=C1C